CC=1C=C(C=CC1C)N1N=C(C=2C=NC=3C=CC(=CC3C21)OC)C2=CC(=C(C=C2)O)OC 4-[1-(3,4-dimethylphenyl)-8-methoxy-1H-pyrazolo[4,3-c]quinolin-3-yl]-2-methoxyphenol